2-fluoro-4-{7-hydroxy-[1,2,4]triazolo[1,5-a]pyridin-5-yl}benzonitrile FC1=C(C#N)C=CC(=C1)C1=CC(=CC=2N1N=CN2)O